C(C)(C)(C)C1=CC=C(C=N1)NCC#CC=1N(C=2C=CC=C(C2C1)NC1CCN(CC1)C)CC(F)(F)F 2-{3-[(6-tert-butylpyridin-3-yl)amino]prop-1-yn-1-yl}-N-(1-methylpiperidin-4-yl)-1-(2,2,2-trifluoroethyl)-1H-indol-4-amine